(2S,4R)-1-{2-[5-(3,3-difluoroazetidin-1-yl)-1H-1,2,3-triazol-1-yl]acetyl}-4-fluoro-N-[(S)-phenyl[5-(propan-2-yl)pyridin-2-yl]methyl]pyrrolidine-2-carboxamide FC1(CN(C1)C1=CN=NN1CC(=O)N1[C@@H](C[C@H](C1)F)C(=O)N[C@H](C1=NC=C(C=C1)C(C)C)C1=CC=CC=C1)F